Nickel (III)-Oxid [Ni+]=O